(piperidin-1-yl)methanone N1(CCCCC1)C=O